CNC(NC=1C=C2CC[C@]3(C(N(C(O3)=O)CC(=O)O)=O)C2=CC1)=O (R)-2-(5-(3-methylureido)-2',4'-dioxo-2,3-dihydrospiro[indene-1,5'-oxazolidine]-3'-yl)acetic acid